ClC=1C=C(C=C(C1OCCCl)C#N)C(C)(C)C1=CC=C(OCC2=NC(=NC=C2)N2CCN(CC2)C2CCN(CC2)C(=O)OC(C)(C)C)C=C1 tert-butyl 4-(4-(4-((4-(2-(3-chloro-4-(2-chloroethoxy)-5-cyanophenyl)propan-2-yl)phenoxy)methyl)pyrimidin-2-yl)piperazin-1-yl)piperidine-1-carboxylate